COC1=C(C=C(C(=C1)N1CCN(CC1)C)C=1C=NN(C1)C)NC=1N=C(C2=C(N1)NC=C2)NC2=CC=C1C=CC=NC1=C2P(C)(C)=O (7-((2-((2-methoxy-5-(1-methyl-1H-pyrazol-4-yl)-4-(4-methylpiperazin-1-yl)phenyl)amino)-7H-pyrrolo[2,3-d]pyrimidin-4-yl)amino)quinolin-8-yl)dimethylphosphine oxide